ethyl 2-[[3-(tert-butoxycarbonylamino)-1-(3-thienyl)propyl]amino]-6-chloro-pyridine-3-carboxylate C(C)(C)(C)OC(=O)NCCC(C1=CSC=C1)NC1=NC(=CC=C1C(=O)OCC)Cl